dimethyl-(2-{2-[4-(4-methyl-piperazin-1-yl)-phenyl]-quinazolin-4-yloxy}-ethyl)-amine CN(CCOC1=NC(=NC2=CC=CC=C12)C1=CC=C(C=C1)N1CCN(CC1)C)C